O[C@@H](C)[C@H](CC)N1N=CNC1=O 2-((2S,3S)-2-hydroxypentan-3-yl)-2,4-dihydro-3H-1,2,4-triazol-3-one